(S)-3-chloro-2-methyl-6,7,7a,8,10,11-hexahydro-9H-pyrazino[1,2-d]pyrido[3,2-b][1,4]oxazepin ClC1=CC=2OCC[C@@H]3N(C2N=C1C)CCNC3